(R)-2-(5-Cyano-2-((4-(((1,1,1,3,3,3-hexafluoropropan-2-yl)oxy)carbonyl)piperazin-1-yl)methyl)phenoxy)propanoic acid C(#N)C=1C=CC(=C(O[C@@H](C(=O)O)C)C1)CN1CCN(CC1)C(=O)OC(C(F)(F)F)C(F)(F)F